N[C@H](C)C1=C2C=C(N(C(C2=CC(=C1)C)=O)C)C=1C=NC(=NC1)C1=C(C(N(C=C1)C)=O)C (R)-5-(1-aminoethyl)-3-(2-(1,3-dimethyl-2-oxo-1,2-dihydropyridin-4-yl)pyrimidin-5-yl)-2,7-dimethylisoquinolin-1(2H)-one